4-amino-2-(4-amino-4-methylpiperidin-1-yl)-N-naphthalen-2-ylpyrimidine-5-carboxamide NC1=NC(=NC=C1C(=O)NC1=CC2=CC=CC=C2C=C1)N1CCC(CC1)(C)N